COC(C(CC(=O)O)O)=O 2-hydroxysuccinic acid methyl ester